Methyl 2-(1-cyclobutyl-1H-pyrazol-4-yl)-5-({[1-(3-fluoro-4-methylphenyl) cyclopropyl] carbonyl} amino)benzoate C1(CCC1)N1N=CC(=C1)C1=C(C(=O)OC)C=C(C=C1)NC(=O)C1(CC1)C1=CC(=C(C=C1)C)F